2,2,2-trichloroethyl (6-(trifluoromethyl)pyrimidin-4-yl)carbamate FC(C1=CC(=NC=N1)NC(OCC(Cl)(Cl)Cl)=O)(F)F